BrC=1C=C(C=CC1)C1(OC(C1)C)C(=O)N 2-(3-bromophenyl)-4-methyl-oxetane-2-carboxamide